8-[2-fluoro-4-(trifluoromethyl)phenyl]-2,3-dimethyl-6-[(2S)-2-(2-methyl-4-pyridyl)morpholin-4-yl]pyrimido[5,4-d]pyrimidin-4-one FC1=C(C=CC(=C1)C(F)(F)F)C1=NC(=NC2=C1N=C(N(C2=O)C)C)N2C[C@@H](OCC2)C2=CC(=NC=C2)C